(3R)-3-(1,4-dimethyl-1H-benzotriazol-5-yl)-3-(7-{[(2R,5S*)-2-ethyl-7-hydroxy-5-methyl-2,3-dihydropyrido[2,3-f][1,4]oxazepin-4(5H)-yl]methyl}-1-benzothien-5-yl)propanoic acid CN1N=NC2=C1C=CC(=C2C)[C@H](CC(=O)O)C=2C=C(C1=C(C=CS1)C2)CN2C[C@H](OC1=C([C@@H]2C)N=C(C=C1)O)CC |o1:32|